1-(1Z-octadecenyl)-2-linoleoyl-sn-glycero-3-phosphoethanolamine CCCCCCCCCCCCCCCC/C=C\OC[C@H](COP(=O)(O)OCCN)OC(=O)CCCCCCC/C=C\C/C=C\CCCCC